4-(benzo[d][1,3]dioxol-5-yloxy)-6,8-dichloroquinazoline O1COC2=C1C=CC(=C2)OC2=NC=NC1=C(C=C(C=C21)Cl)Cl